FC1=CC=C(OC=2C=CC(=NC2)NC(C(CC)N2CCN(CC2)C(=O)C2=CNC(C=C2)=O)=O)C=C1 N-(5-(4-fluorophenoxy)pyridin-2-yl)-2-(4-(6-oxo-1,6-dihydropyridine-3-carbonyl)piperazin-1-yl)butanamid